COC=1C=C(CCO)C=CC1OC 3,4-dimethoxyphenethyl alcohol